C(C)C1=CC=C(C=C1)S(=O)(=O)NCCN1CCC(CC1)CN1N=NC(=C1)C1=C(NC2=CC=C(C=C12)F)C(=O)NCCC(C)C 3-(1-((1-(2-((4-ethylphenyl)sulfonamido)ethyl)piperidin-4-yl)methyl)-1H-1,2,3-triazol-4-yl)-5-fluoro-N-isopentyl-1H-indol-2-carboxamid